benzyl 4-[2-[3-(3,8-diazabicyclo[3.2.1]octan-8-yl)phenoxy]ethyl]piperazine-1-carboxylate hydrochloride Cl.C12CNCC(CC1)N2C=2C=C(OCCN1CCN(CC1)C(=O)OCC1=CC=CC=C1)C=CC2